N-benzyl-N-(bis(2-(trimethylsilyl)phenyl)phosphaneyl)-1,1-bis(4-(tributylsilyl)phenyl)phosphanamine C(C1=CC=CC=C1)N(P(C1=CC=C(C=C1)[Si](CCCC)(CCCC)CCCC)C1=CC=C(C=C1)[Si](CCCC)(CCCC)CCCC)P(C1=C(C=CC=C1)[Si](C)(C)C)C1=C(C=CC=C1)[Si](C)(C)C